NCC(=O)NC1=C(C=CC=C1)C 2-amino-N-(o-tolyl)acetamide